ClC=1N=C(C2=C(N1)N=C(C(=C2)C)C)C21CC(C2)(C1)C(F)(F)F 2-chloro-6,7-dimethyl-4-[3-(trifluoromethyl)-1-bicyclo[1.1.1]pentanyl]pyrido[2,3-d]pyrimidine